Francium naphthalenetrisulfonate (Z)-11-hexadecen-1-yl-acetate C(CCCCCCCCC\C=C/CCCC)CC(=O)[O-].C1(=C(C(=CC2=CC=CC=C12)S(=O)(=O)O)S(=O)(=O)O)S(=O)(=O)O.[Fr+]